tert-butyl 4-[3-chloro-5-[(4-chlorophenyl)methylcarbamoyl]-2-pyridyl]piperazine-1-carboxylate ClC=1C(=NC=C(C1)C(NCC1=CC=C(C=C1)Cl)=O)N1CCN(CC1)C(=O)OC(C)(C)C